1-cyclopropyl-1-methyl-1,3-dihydrofuro[3,4-c]pyridine-6-carboxylic acid C1(CC1)C1(OCC=2C=NC(=CC21)C(=O)O)C